5-chloro-N-((1r,4r)-4-((3-(5-(methylamino)pyrazin-2-yl)-2-oxo-2,3-dihydro-1H-benzo[d]imidazol-1-yl)methyl)cyclohexyl)-2-(trifluoromethyl)nicotinamide ClC=1C=NC(=C(C(=O)NC2CCC(CC2)CN2C(N(C3=C2C=CC=C3)C3=NC=C(N=C3)NC)=O)C1)C(F)(F)F